N-(4-{1-[(2S,3S)-2-hydroxypentan-3-yl]-5-oxo-1,5-dihydro-4H-1,2,4-triazol-4-yl}phenyl)formamide O[C@@H](C)[C@H](CC)N1N=CN(C1=O)C1=CC=C(C=C1)NC=O